C(C)OC(NCCC[Si](OCC)(OCC)OCC)=O ethyl[3-(triethoxysilyl)propyl]carbamate